(3-fluoro-2,6-bis((triisopropylsilyl)ethynyl)phenyl)methylamine FC=1C(=C(C(=CC1)C#C[Si](C(C)C)(C(C)C)C(C)C)CN)C#C[Si](C(C)C)(C(C)C)C(C)C